N-(1-((1R,3R)-3-(difluoromethyl)cyclopentyl)-2-oxo-1,2-dihydropyridin-3-yl)-2-(4,4-dimethyl-1,4-azasilinan-1-yl)-4-((2-hydroxyethyl)sulfonamido)benzamide FC([C@H]1C[C@@H](CC1)N1C(C(=CC=C1)NC(C1=C(C=C(C=C1)NS(=O)(=O)CCO)N1CC[Si](CC1)(C)C)=O)=O)F